C(#N)C1=CC(=NC=C1)NC1=CC=C(C(=N1)C(=O)N1[C@H](CCC(C1)(F)F)CNC(C)=O)C (R)-N-((1-(6-((4-cyanopyridin-2-yl)amino)-3-methylpyridine-2-carbonyl)-5,5-difluoropiperidin-2-yl)methyl)acetamide